4-Bromo-N-(2-chloro-6-fluorophenyl)-2-iodo-N-(3-methylbut-2-en-1-yl)benzamide BrC1=CC(=C(C(=O)N(CC=C(C)C)C2=C(C=CC=C2F)Cl)C=C1)I